ClC1=CC(=C(CNC(C(=O)O)=O)C=C1)C(F)(F)F 2-((4-chloro-2-(trifluoromethyl)benzyl)amino)-2-oxoacetic acid